(S)-Methyl 3-amino-3-(8-(trifluoromethyl)dibenzo[b,d]thiophen-2-yl)butanoate N[C@](CC(=O)OC)(C)C1=CC2=C(SC3=C2C=C(C=C3)C(F)(F)F)C=C1